C(C)[C@]1(C(OCC=2C(N3CCC(C3=CC21)=O)=O)=O)O |r| rac-(4S)-4-ethyl-4-hydroxy-7,8-dihydro-1H-pyrano[3,4-f]indolizine-3,6,10-trione